1,1-Bis(tert-hexylperoxy)cyclohexane C(C)(C)(CCC)OOC1(CCCCC1)OOC(C)(C)CCC